C(C)(C)C1=C(C=CC=C1)C=1N=CSC1 (E)-4-(2-isopropylphenyl)thiazole